p-fluorophenyl propionate C(CC)(=O)OC1=CC=C(C=C1)F